[N+](=O)([O-])C1=CC2=C(N=C(S2)NC(=O)C=2SC(=CC2)C(F)(F)F)C=C1 N-(6-nitrobenzo[d]thiazol-2-yl)-5-(trifluoromethyl)thiophene-2-carboxamide